7-Chloro-6-fluoro-2,3-dihydro-1H-inden-1-ol ClC=1C(=CC=C2CCC(C12)O)F